NC(CCSSCCC(=O)N)=O 3-[(3-amino-3-oxopropyl)dithio]propanamide